Samarium fluorid [F-].[Sm+3].[F-].[F-]